3-(3-(difluoromethoxy)phenyl)-1-((2R,3R)-3-hydroxybutan-2-yl)-N-(3-methyl-1,1-dioxidothietan-3-yl)-1H-pyrazolo[4,3-b]pyridine-6-carboxamide FC(OC=1C=C(C=CC1)C1=NN(C=2C1=NC=C(C2)C(=O)NC2(CS(C2)(=O)=O)C)[C@H](C)[C@@H](C)O)F